tert-Butyl 4-[4-[3-chloro-4-[(1R)-1-(1-methylpyrazol-3-yl)ethoxy]pyrazolo[1,5-a]pyridin-6-yl]-5-methyl-triazol-1-yl]piperidine-1-carboxylate ClC=1C=NN2C1C(=CC(=C2)C=2N=NN(C2C)C2CCN(CC2)C(=O)OC(C)(C)C)O[C@H](C)C2=NN(C=C2)C